C([O-])([O-])=O.[N+](N)(=O)N.[N+](N)(=O)N hydraziniumamide carbonate